8-(4-(2-Morpholinoethoxy)pyridin-2-yl)-N2-(4-Morpholinophenyl)pyrido[3,4-d]pyrimidine-2,4-diamine O1CCN(CC1)CCOC1=CC(=NC=C1)C1=NC=CC2=C1N=C(N=C2N)NC2=CC=C(C=C2)N2CCOCC2